C(C)[N+](CC)=C1C=CCC=C1 diethylazaniumylidenecyclohexa-2,5-dien